3,3'-((2-((2-carboxyethoxy)methyl)-2-(2-(2-((2,5-dioxopyrrolidin-1-yl)oxy)-2-oxoethoxy)acetamido)propane-1,3-diyl)bis(oxy))dipropionic acid C(=O)(O)CCOCC(COCCC(=O)O)(COCCC(=O)O)NC(COCC(=O)ON1C(CCC1=O)=O)=O